1-{1-[(3bR,4aR)-1-{2-[4-(2,3-dimethylphenyl)piperazin-1-yl]-2-oxoethyl}-3b,4,4a,5-tetrahydro-1H-cyclopropa[3,4]cyclopenta[1,2-c]pyrazole-3-carbonyl]piperidin-4-yl}pyrrolidin-2-one CC1=C(C=CC=C1C)N1CCN(CC1)C(CN1N=C(C2=C1C[C@@H]1[C@H]2C1)C(=O)N1CCC(CC1)N1C(CCC1)=O)=O